CN(C)CCC[SiH](O)CC 3-(N,N-Dimethylamino)propylethylsilanol